FC(N1N=C(C(=C1)S(=O)(=O)N1CCC(CC1)C=1C(=CC=2N(C1)N=CN2)C)C)F 6-(1-((1-(difluoromethyl)-3-methyl-1H-pyrazol-4-yl)sulfonyl)piperidin-4-yl)-7-methyl-[1,2,4]triazolo[1,5-a]pyridine